trimethylpropan CC(CC)(C)C